N-(3-(4-Benzamidophenyl)-1-methyl-1H-pyrazol-5-yl)-2-methoxybenzamide C(C1=CC=CC=C1)(=O)NC1=CC=C(C=C1)C1=NN(C(=C1)NC(C1=C(C=CC=C1)OC)=O)C